tert-butyl 4-(2-bromo-9-(hydroxymethyl)-7-methyl-5-oxo-5,7,8,9-tetrahydro pyrrolo[1,2-c][1,2,4]triazolo[1,5-a]pyrimidin-6-yl)piperazine-1-carboxylate BrC1=NN2C(N3C(=C(C2=O)N2CCN(CC2)C(=O)OC(C)(C)C)C(CC3CO)C)=N1